FC=1C(=CC(=C(C(=O)NC=2C(=NC=CC2C)OC)C1)O[C@@H](C)CCC)N1N=C(N(C1=O)C)[C@H](C)O 5-Fluoro-4-{3-[(1S)-1-hydroxyethyl]-4-methyl-5-oxo-4,5-dihydro-1H-1,2,4-triazol-1-yl}-N-(2-methoxy-4-methylpyridin-3-yl)-2-[(2S)-pent-2-yloxy]benzamide